ClC=1C=CC(=C(C1)C1=NN(C=C1NC(=O)C=1C=NN2C1N=CC=C2)CC(=O)N2C[C@H]([C@@H](C2)O)O)OC N-(3-(5-chloro-2-methoxyphenyl)-1-(2-((3R,4R)-3,4-dihydroxypyrrolidin-1-yl)-2-oxoethyl)-1H-pyrazol-4-yl)pyrazolo[1,5-a]pyrimidine-3-carboxamide